(S)-5-((3-(ethoxymethyl)-3-(2-(thiophen-2-yl)ethyl)pyrrolidin-1-yl)methyl)-2-methylpyridine C(C)OC[C@@]1(CN(CC1)CC=1C=CC(=NC1)C)CCC=1SC=CC1